C(#N)C[C@@H](C1=CC=C(C=C1)S(=O)(=O)CC)NC(C1=CC=C(C=C1)N1CC(C1)OC1=CC=C(C=C1)C(F)(F)F)=O (S)-N-(2-cyano-1-(4-(ethylsulfonyl)phenyl)ethyl)-4-(3-(4-(trifluoromethyl)phenoxy)azetidin-1-yl)benzamide